O[B-]1([C@H]2C[C@H]2C2=CC=C(C(=C2C1)C(=O)O)OC1CN(C1)CC1=NNC=N1)O (2R,4S)-5,5-dihydroxy-9-{1-[(1H-1,2,4-triazol-3-yl)methyl]azetidin-3-yl}oxy-5-boranuidatricyclo[5.4.0.02,4]undeca-1(11),7,9-triene-8-carboxylic acid